N[C@H]([C@H](CNC1=CC=C(C=C1)SCC1=CC=CC=C1)O)CC1=CC=CC=C1 (2S,3S)-3-amino-1-(4-(benzylthio)phenylamino)-4-phenylbutan-2-ol